4-(3,5-dimethoxybenzyl)benzoic acid COC=1C=C(CC2=CC=C(C(=O)O)C=C2)C=C(C1)OC